C1(CCCCC1)C1=C(C=C(C=C1O)\C=C\C1=CC(=CC=C1)F)O (E)-2-cyclohexyl-5-(3-fluorostyryl)-1,3-benzenediol